Cl.C(C)C1=C(C2=C(S1)CCC2)N 2-ethyl-4h,5h,6h-cyclopenta[b]thiophen-3-amine hydrochloride